ClC1=CC(=C(CC=2N=C(SC2)C(=O)O)C=C1)F 4-(4-Chloro-2-fluorobenzyl)thiazole-2-carboxylic acid